ClC=1C=C(C=CC1OC(F)(F)F)C1=CC=C(C=C1)C(\C=C\C=1C=C2N=CC=NC2=CC1)=O (E)-1-(3'-chloro-4'-(trifluoromethoxy)-[1,1'-biphenyl]-4-yl)-3-(quinoxalin-6-yl)prop-2-en-1-one